FC1=C(C=C2CCN(CC2=C1)C)NC1=NC=C(C(=N1)C1=CC2=C(C(NCCS2(=O)=O)=O)S1)C(F)(F)F 7-(2-((7-fluoro-2-methyl-1,2,3,4-tetrahydroisoquinolin-6-yl)amino)-5-(trifluoromethyl)pyrimidin-4-yl)-3,4-dihydrothieno[2,3-f][1,4]thiazepin-5(2H)-one 1,1-dioxide